(3ar,5s,6as)-5-((3-cyclopentylbenzyl)oxy)hexahydrocyclopenta[c]pyrrole-2(1H)-carboxylic acid tert-butyl ester C(C)(C)(C)OC(=O)N1C[C@@H]2[C@H](C1)CC(C2)OCC2=CC(=CC=C2)C2CCCC2